BrC=1C(=NN(C1C(F)(F)F)C1CCCC1)N 4-Bromo-1-cyclopentyl-5-(trifluoromethyl)-1H-pyrazol-3-amine